tert-butyl rac-(3R,4R)-3-azido-4-(3,4-dichlorophenyl)pyrrolidine-1-carboxylate N(=[N+]=[N-])[C@H]1CN(C[C@H]1C1=CC(=C(C=C1)Cl)Cl)C(=O)OC(C)(C)C |r|